BrC(=C(Br)Br)Br 1,1,2,2-Tetrabromoethylene